CC1(C(C(=C(C(=C1C1=CC=C(C=C1)C(=O)O)C)C1=CC=C(C=C1)C(=O)O)C)C1=CC=C(C=C1)C(=O)O)CCO 1,3,5-trimethyl-2,4,6-tris(4-carboxyphenyl)benzene-ethanol